2-(azetidin-1-yl)-N-[5-(4-cyanophenyl)-[1,2,4]triazolo[1,5-a]pyridin-7-yl]acetamide Methyl-(S)-3-((1-(6-methoxy-5-(trifluoromethyl)pyridin-3-yl)pyrrolidin-2-yl)methoxy)propanoate COC(CCOC[C@H]1N(CCC1)C=1C=NC(=C(C1)C(F)(F)F)OC)=O.N1(CCC1)CC(=O)NC1=CC=2N(C(=C1)C1=CC=C(C=C1)C#N)N=CN2